C(C)OC(CC)CC ethyl-n-propyl Ethyl ether